C(C)(C)(C)OC(=O)N1[C@H](CN(CC1)C=1C(=NC=CC1)C1=CC=C(C=C1N1C(=CC=C1C)C)OC)C(O[SiH2]C(C)(C)C)(C)C (R)-2-(tert-butyl-dimethyl-silanyloxymethyl)-4-(6-(2,5-dimethyl-pyrrol-1-yl)-4-methoxyPhenyl-pyridin-3-yl)-piperazine-1-carboxylic acid tert-butyl ester